(2R)-1-[5-(3-fluoro-4-methoxybenzenesulfonyl)-1H,2H,3H,4H,5H,6H-pyrrolo[3,4-c]pyrrol-2-yl]-2-hydroxy-2-phenylethan-1-one FC=1C=C(C=CC1OC)S(=O)(=O)N1CC2=C(C1)CN(C2)C([C@@H](C2=CC=CC=C2)O)=O